2,2'-oxybis(N-(4-butyldecyl)-N-octylacetamide) O(CC(=O)N(CCCC(CCCCCC)CCCC)CCCCCCCC)CC(=O)N(CCCCCCCC)CCCC(CCCCCC)CCCC